C(C#C)NC(O[C@@H](CN1C2=NC=NC(=C2N=C1)N)C)=O (R)-1-(6-amino-9H-purin-9-yl)propan-2-yl prop-2-yn-1-ylcarbamate